(2S)-2-[4-bromo-2-(1,2,3-thiadiazol-4-yl)phenoxy]propionic acid BrC1=CC(=C(O[C@H](C(=O)O)C)C=C1)C=1N=NSC1